[3-[[4-[cyclopropyl-[[4-(trifluoromethyl)phenyl]methyl]amino]pyrrolo[2,3-d]pyrimidin-7-yl]methyl]oxetan-3-yl]methanol C1(CC1)N(C=1C2=C(N=CN1)N(C=C2)CC2(COC2)CO)CC2=CC=C(C=C2)C(F)(F)F